2-(4-pentylcyclohexyl)ethane-1-ol C(CCCC)C1CCC(CC1)CCO